FC1=C(C=CC(=C1)F)C1=CC=NO1 5-(2,4-difluorophenyl)-1,2-oxazol